N-(8-cyclopropyl-1-(prop-2-yn-1-yl)-1,2,3,4-tetrahydroquinolin-4-yl)-4-fluorobenzamide C1(CC1)C=1C=CC=C2C(CCN(C12)CC#C)NC(C1=CC=C(C=C1)F)=O